1,7-anthraquinone C1(C=CC=C2C=C3C=CC(C=C3C=C12)=O)=O